(S)-1-(5-(6-chloro-3-(1H-imidazol-1-yl)-5-methoxy-1-methyl-1H-pyrrolo[3,2-b]pyridin-2-yl)-4H-1,2,4-triazol-3-yl)-2-methoxyethan-1-ol ClC=1C=C2C(=NC1OC)C(=C(N2C)C=2NC(=NN2)[C@@H](COC)O)N2C=NC=C2